NC=1N(NN=C2C1C=CC=C2)NC[C@]2(CC1(OCCO1)CC(C2)(C)C)C |r| rac-4-amino-3-(((7,9,9-trimethyl-1,4-dioxaspiro[4.5]decan-7-yl)methyl)amino)benzotriazine